amino-6-propionylamino-4,5,6,7-tetrahydrobenzothiazole NC=1SC2=C(N1)CCC(C2)NC(CC)=O